COC1=CC(=CC=C1O)\C=C\C(=O)CC(=O)\C=C\C1=CC=C(O)C(OC)=C1 EXO-Curcumin